6-amino-N-(trans-3-(5-(5-ethoxypyridin-2-yl)-4-(2-fluorophenyl)-4H-1,2,4-triazol-3-yl)cyclobutyl)picolinamide NC1=CC=CC(=N1)C(=O)N[C@@H]1C[C@H](C1)C1=NN=C(N1C1=C(C=CC=C1)F)C1=NC=C(C=C1)OCC